(2,3-dihydro-1H-inden-4-yl)-6-methoxy-3-(1-methyl-1H-pyrazol-4-yl)-1H-pyrazolo[4,3-b]pyridine C1CCC2=C(C=CC=C12)N1N=C(C2=NC=C(C=C21)OC)C=2C=NN(C2)C